1-(2-methoxyethyl)pyrazol COCCN1N=CC=C1